C(CC)C=1C=CC2=C(OCO2)C1 6-propyl-1,3-benzodioxole